FC1(CCN(CC1)C=1C=C(N)C=CC1N1C=NN=C1)F 3-(4,4-difluoropiperidin-1-yl)-4-(4H-1,2,4-triazol-4-yl)aniline